FC=1C=C(C=CC1C1=NN2C(N=C(C=C2C2=CC=C(C=C2)F)C(=O)N2[C@@H](C3=CC=CC=C3CC2)C)=C1)N1C[C@H](CC1)C(=O)OC Methyl (3S)-1-{3-fluoro-4-[7-(4-fluorophenyl)-5-[(1R)-1-methyl-1,2,3,4-tetrahydroisoquinoline-2-carbonyl]pyrazolo[1,5-a]pyrimidin-2-yl]phenyl}pyrrolidine-3-carboxylate